(2-{[2-(5-Fluoropyridin-3-yl)-5H,6H,7H,8H-pyrido[3,4-d]pyrimidin-4-yl]oxy}ethyl)-6-methoxy-1H-indole hydrochloride Cl.FC=1C=C(C=NC1)C=1N=C(C2=C(N1)CNCC2)OCCN2C=CC1=CC=C(C=C21)OC